phenylethylene C1(=CC=CC=C1)C=C